N=1N=CN(C1)C1=CC=CC(=N1)C(=O)NC=1C=NC(=CC1)C(F)(F)F 6-(4H-1,2,4-triazol-4-yl)-N-(6-(trifluoromethyl)pyridin-3-yl)picolinamide